2-(1-(oxetan-3-yl)piperidin-4-yl)ethan-1-amine O1CC(C1)N1CCC(CC1)CCN